C(CCCCCCCCC)OC(CCCCC[Mg]CCCCCC(OCCCCCCCCCC)OCCCCCCCCCC)OCCCCCCCCCC bis(6,6-didecyloxyhexyl)magnesium